N-(trans-3-(2-(4-(2,3-dichlorophenyl)piperazin-1-yl)ethyl)cyclobutyl)oxazole-2-carboxamide lithium thallium phosphate P(=O)([O-])([O-])O.[Tl+].[Li+].ClC1=C(C=CC=C1Cl)N1CCN(CC1)CC[C@@H]1C[C@H](C1)NC(=O)C=1OC=CN1